3-(4-(4-aminobut-1-yn-1-yl)-5-chloro-1-oxoisoindolin-2-yl)piperidine-2,6-dione NCCC#CC1=C2CN(C(C2=CC=C1Cl)=O)C1C(NC(CC1)=O)=O